2-((1H-imidazol-1-yl)methyl)-5-bromopyridine N1(C=NC=C1)CC1=NC=C(C=C1)Br